6-(4-methyl-piperazin-1-yl)-4-o-tolyl-pyridin-3-ylamine CN1CCN(CC1)C1=CC(=C(C=N1)N)C1=C(C=CC=C1)C